tert-butyl (3-(hydroxymethyl)pyrrolidin-3-yl)carbamate OCC1(CNCC1)NC(OC(C)(C)C)=O